C(C)(=O)N[C@@](C(O)(C(C)=O)C(C)=O)([C@H](O)[C@H](O)CCCCCCCCCCCCCC)C(C)=O Tetra-acetyl-phytosphingosine